3-((5-cyclopropyl-pyrimidin-4-yl)oxy)-2,2-dimethylpropionic acid C1(CC1)C=1C(=NC=NC1)OCC(C(=O)O)(C)C